Cl.CN1N=C(C2=C1CNC2)C2=CC=C(C=C2)C(F)(F)F 1-methyl-3-(4-(trifluoromethyl)phenyl)-1,4,5,6-tetrahydropyrrolo[3,4-c]pyrazole hydrochloride